N-(1,3-dimethylbutyl)-3-(ethyldimethoxysilyl)-1-propylamine CC(CC(C)C)NCCC[Si](OC)(OC)CC